trans-[(3S)-3-(3,5-difluorophenyl)isoxazolidin-2-yl]-[4-[[3-fluoro-5-(2-hydroxyethyl)phenyl]methyl]cyclohexyl]methanone FC=1C=C(C=C(C1)F)[C@H]1N(OCC1)C(=O)[C@@H]1CC[C@H](CC1)CC1=CC(=CC(=C1)CCO)F